1-(2-methoxy-5-(trifluoromethoxy)phenyl)-3-(2-(pyrazolo[1,5-a]pyrimidine-3-carbonyl)-2-azaspiro[3.3]heptan-6-yl)urea COC1=C(C=C(C=C1)OC(F)(F)F)NC(=O)NC1CC2(CN(C2)C(=O)C=2C=NN3C2N=CC=C3)C1